FC(CCO)(C(C(C(C(C(F)(F)F)(F)F)(F)F)(F)F)(F)F)F 3,3,4,4,5,5,6,6,7,7,8,8,8-tridecafluoro-1-octanol